6-(4-(4-(4-amino-2-fluorophenyl)piperazin-1-yl)piperidin-1-yl)-N-((1r,4r)-4-(3-chloro-4-cyanophenoxy)cyclohexyl)pyridazine-3-ylFormamide NC1=CC(=C(C=C1)N1CCN(CC1)C1CCN(CC1)C1=CC=C(N=N1)N(C=O)C1CCC(CC1)OC1=CC(=C(C=C1)C#N)Cl)F